C(=O)(O)C=CCC 1-carboxyl-butaneN